rac-N-((4R,5S)-7-ethyl-4-(3-nitrophenyl)-6-oxo-1-phenyl-4,5,6,7-tetrahydro-1H-pyrazolo[3,4-b]pyridin-5-yl)-3-(trifluoromethyl)benzamide C(C)N1C2=C([C@H]([C@@H](C1=O)NC(C1=CC(=CC=C1)C(F)(F)F)=O)C1=CC(=CC=C1)[N+](=O)[O-])C=NN2C2=CC=CC=C2 |r|